2-(3-dodecyl-2-hydroxy-5-methylphenyl)-2H-benzotriazole C(CCCCCCCCCCC)C=1C(=C(C=C(C1)C)N1N=C2C(=N1)C=CC=C2)O